(3-fluoro-4-(methylsulfonyl)phenyl)-1-((1-hydroxycyclopropyl)methyl)-4-methyl-5-(2-(trifluoromethyl)phenyl)-1H-pyrrole-3-carboxamide FC=1C=C(C=CC1S(=O)(=O)C)C=1N(C(=C(C1C(=O)N)C)C1=C(C=CC=C1)C(F)(F)F)CC1(CC1)O